C(C)C1C(NC2=CC=CC=C2N1)=O 3-ethyl-3,4-dihydro-1H-quinoxalin-2-one